4,6-dimethyl-2,4,6-tris(4-hydroxyphenyl)-heptane CC(CC(C)C1=CC=C(C=C1)O)(CC(C)(C1=CC=C(C=C1)O)C)C1=CC=C(C=C1)O